ClC1=C(C=C(C=N1)S(=O)(=O)N1CCC(CC1)C=1C(=CC=2N(N1)C=CN2)C)C 6-(1-((6-chloro-5-methylpyridin-3-yl)sulfonyl)piperidin-4-yl)-7-methylimidazo[1,2-b]pyridazine